COC1=C(C(=CC=C1)OC)N1C(=NN=C1C=1OC(=CC1)C)COCC(=O)OCC ethyl {[4-(2,6-dimethoxyphenyl)-5-(5-methylfuran-2-yl)-4H-1,2,4-triazol-3-yl]methoxy}acetate